bis(trimethylsilyl) (triethylsilyl) phosphate P(=O)(O[Si](C)(C)C)(O[Si](C)(C)C)O[Si](CC)(CC)CC